NCCC=1C=C(C=CC1)NC=1C(=NC(=C(N1)C1CC1)CC)C(=O)N 3-((3-(2-aminoethyl)phenyl)amino)-5-cyclopropyl-6-ethylpyrazine-2-carboxamide